N-(2-chloro-6-methylphenyl)-2-(6-(4-(2-hydroxyethyl)piperazin-1-yl)-2-methylpyrimidin-4-ylamino)thiazol-5-carboxamide ClC1=C(C(=CC=C1)C)NC(=O)C1=CN=C(S1)NC1=NC(=NC(=C1)N1CCN(CC1)CCO)C